2-(4-chlorophenoxy)-N-(1-(3-((5-chloropyridin-2-yl)oxy)propyl)piperidin-4-yl)acetamide ClC1=CC=C(OCC(=O)NC2CCN(CC2)CCCOC2=NC=C(C=C2)Cl)C=C1